2,7-dibromo-9,9-dibutylfluorene BrC1=CC=2C(C3=CC(=CC=C3C2C=C1)Br)(CCCC)CCCC